(4R)-4-hydroxy-2-methyl-1-((S)-3-methyl-2-(1-oxoisoindolin-2-yl)butanoyl)-N-(4-(4-methylthiazol-5-yl)benzyl)pyrrolidine-2-carboxamide O[C@@H]1CC(N(C1)C([C@H](C(C)C)N1C(C2=CC=CC=C2C1)=O)=O)(C(=O)NCC1=CC=C(C=C1)C1=C(N=CS1)C)C